CC1=C(C=CC(=C1)C)S(=O)(=O)OC1(CN2C(O1)=NC(=C2)[N+](=O)[O-])C (2-methyl-6-nitro-2,3-dihydroimidazo[2,1-b]oxazol-2-yl) methyl-4-methylbenzenesulfonate